CNCC(=O)N1CCC(CC1)C1=C(N(C=C1)S(N)(=O)=O)C(=O)O 3-[1-[2-(Methylamino)acetyl]-4-piperidyl]-1-sulfamoyl-pyrrole-2-carboxylic acid